FC(C(C(C(C(C=CI)(F)F)(F)F)(F)F)(F)F)(F)F undecafluoro-1-iodohept-1-ene